1-hydroxy-N,N-bis(4-methoxybenzyl)-1-(6-(1-(4-meth-oxybenzyl)-1H-tetrazol-5-yl)pyridin-2-yl)propane-2-sulfonamide OC(C(C)S(=O)(=O)N(CC1=CC=C(C=C1)OC)CC1=CC=C(C=C1)OC)C1=NC(=CC=C1)C1=NN=NN1CC1=CC=C(C=C1)OC